3-oxo-2,3,5,6,7,8-hexahydro-[1,2,4]triazolo[4,3-a]pyridine-5-carboxylic acid O=C1NN=C2N1C(CCC2)C(=O)O